(3-fluoro-1-(tetrahydro-2H-pyran-2-yl)-1H-indazol-5-yl)-5-(6-methylpyridin-2-yl)-1H-imidazol-2-amine FC1=NN(C2=CC=C(C=C12)N1C(=NC=C1C1=NC(=CC=C1)C)N)C1OCCCC1